CN(C(CC)N=C=NCC)C (1-dimethylaminopropyl)-3-ethylcarbodiimide